5-isopropoxy-N,N-dimethyl-2-(5-(3-(trifluoromethyl)pyridin-2-ylamino)-1,2,4-thiadiazol-3-yl)isonicotinamide C(C)(C)OC1=CN=C(C=C1C(=O)N(C)C)C1=NSC(=N1)NC1=NC=CC=C1C(F)(F)F